1-(5-(tert-butyl)isoxazol-3-yl)-3-(4-(5-(2-(morpholinomethyl)-2,3-dihydrobenzo[b][1,4]dioxin-6-yl)-1H-pyrazol-3-yl)phenyl)urea C(C)(C)(C)C1=CC(=NO1)NC(=O)NC1=CC=C(C=C1)C1=NNC(=C1)C1=CC2=C(OC(CO2)CN2CCOCC2)C=C1